2H-[1,2'-bipyridine]-5'-carboxamide N1(CC=CC=C1)C1=NC=C(C=C1)C(=O)N